p-menthyl benzoate (3-propanoate) CCC(=O)O.C(C1=CC=CC=C1)(=O)OC1CC(CCC1C(C)C)C